C(C)(C)(C)OC(=O)C(C(=O)O)(C(F)F)CC1CC1 2-tert-Butoxycarbonyl-2-(cyclopropylmethyl)-3,3-difluoro-propionic acid